N-(3-(5-(2-aminopyrimidin-4-yl)-2-(tert-butyl)thiazol-4-yl)-5-chloro-2-fluorophenyl)butane-1-sulfonamide NC1=NC=CC(=N1)C1=C(N=C(S1)C(C)(C)C)C=1C(=C(C=C(C1)Cl)NS(=O)(=O)CCCC)F